OCC1=C(C=CC=C1)NC(=O)[C@H](C)NC(=O)[C@H](C(C)C)NC(OC(C)(C)C)=O tert-butyl N-[(1S)-1-{[(1S)-1-{[2-(hydroxymethyl)phenyl]carbamoyl}ethyl]carbamoyl}-2-methylpropyl]carbamate